C1(CC1)C=1N=CC=2C3=C(C=C(C2C1)S(=O)(=O)NCC(C)C)CC[C@H]3NC3=C(C(C3=O)=O)NCC (9R)-3-cyclopropyl-9-[[2-(ethylamino)-3,4-dioxocyclobuten-1-yl]amino]-N-(2-methylpropyl)-8,9-dihydro-7H-cyclopenta[H]isoquinoline-5-sulfonamide